1-[4-[4-[6-Chloro-4-(trifluoromethyl)-2-pyridyl]piperazin-1-yl]sulfonylphenyl]-2H-pyrrol-5-one ClC1=CC(=CC(=N1)N1CCN(CC1)S(=O)(=O)C1=CC=C(C=C1)N1CC=CC1=O)C(F)(F)F